N-(4-(ethylsulfonyl)benzyl)nicotinamide C(C)S(=O)(=O)C1=CC=C(CNC(C2=CN=CC=C2)=O)C=C1